(2S,6S)-2-(methoxymethyl)-6-methylpiperazine COC[C@H]1N[C@H](CNC1)C